2,3-dihydroxypropyl (Z)-16-hydroxyhexadec-9-enoate OCCCCCC\C=C/CCCCCCCC(=O)OCC(CO)O